C(C)OC1=CC=C(C=N1)C1=CN=CC(=N1)C(=O)N/N=C/C1=NC(=CC=C1)C(C)O (E)-6-(6-ethoxypyridin-3-yl)-N'-((6-(1-hydroxyethyl)pyridin-2-yl)methylene)pyrazine-2-carbohydrazide